C1(=CC=CC=C1)C1=NC(=CC(=N1)C1=C(C(=C(C(=C1N1C2=CC=C(C=C2C=2C=C(C=CC12)C)C)C=1C=NC=CC1)N1C2=CC=C(C=C2C=2C=C(C=CC12)C)C)N1C2=CC=C(C=C2C=2C=C(C=CC12)C)C)N1C2=CC=C(C=C2C=2C=C(C=CC12)C)C)C1=CC=CC=C1 9,9',9'',9'''-(4-(2,6-diphenylpyrimidin-4-yl)-6-(pyridin-3-yl)benzene-1,2,3,5-tetrayl)tetrakis(3,6-dimethyl-9H-carbazole)